C[SiH](C1C(=C(C(=C1C)C)C)C)C dimethyl(2,3,4,5-tetramethylcyclopentadienyl)silane